C(C)OC(CCCCN1CCC(CC1)C#CC1=CC=C(C2=CC=CC=C12)[C@@H](C)NC(=O)C=1C=C(C=CC1C)NC1C(CN(C1)C(=O)OC(C)(C)C)(F)F)=O tert-butyl 4-((3-(((R)-1-(4-((1-(5-ethoxy-5-oxopentyl)piperidin-4-yl)ethynyl)naphthalen-1-yl)ethyl)carbamoyl)-4-methylphenyl)amino)-3,3-difluoropyrrolidine-1-carboxylate